(2H)furanone O1C(CC=C1)=O